ClC1=C(C=CC(=C1)Cl)[C@H]1[C@H](CC1)NC(C1=C(N=CC=C1)C(F)(F)F)=O N-[(1S,2S)-2-(2,4-dichlorophenyl)cyclobutyl]-2-(trifluoro-methyl)nicotinamide